2,2,2-trichloro-1-(furan-2-carbonyl)-amino-ethylphosphonic acid ClC(C(C(=O)C=1OC=CC1)(P(O)(O)=O)N)(Cl)Cl